C(C)(C)(C)OC(=O)N1CCC(CC1)C1=NC=C(N=C1)NC1C(NC(CC1)=O)=O tert-butyl-4-[5-[(2,6-dioxo-3-piperidyl)amino]pyrazin-2-yl]piperidine-1-carboxylate